1-(3-fluoro-4-(piperidin-4-yl)benzyl)-3-(4-(2-(4-methoxyphenyl)propan-2-yl)thiazol-2-yl)urea FC=1C=C(CNC(=O)NC=2SC=C(N2)C(C)(C)C2=CC=C(C=C2)OC)C=CC1C1CCNCC1